COC(=O)NC1=CC=C(C=N1)C1=CN=C2N1C=C(C=C2)C(=O)N(C2=CC=C(C(=O)OC)C=C2)C methyl 4-[[3-[6-(methoxycarbonyl-amino)-3-pyridyl]imidazo[1,2-a]pyridine-6-carbonyl]-methyl-amino]benzoate